FC1(CC2(CCN(CC2)C(=O)OC(C)(C)C)OC2=CC(=C(C=C12)C(=O)OC)C(=O)OC)F 1'-(tert-butyl) 6,7-dimethyl 4,4-difluorospiro[chroman-2,4'-piperidine]-1',6,7-tricarboxylate